N[C@@H]1[C@@H](C2=CC=CC=C2C1)O (1R,2S)-2-amino-2,3-dihydro-1H-inden-1-ol